2-(3-amino-4-bromophenyl)propan-2-ol NC=1C=C(C=CC1Br)C(C)(C)O